ClC1=C(C=CC(=C1)Cl)C1=CC(=NC(=C1)C1=CC=CC=C1)C1=CC=C(C=C1)C1=CC=2C(C3=CC=CC=C3C2C=C1)(C)C 4-(2,4-dichlorophenyl)-2-(4-(9,9-dimethyl-9H-fluoren-2-yl)phenyl)-6-phenylpyridine